Cl.NC1=CC=CC=C1.NC1=CC=CC=C1 bisaniline hydrochloride